The molecule is a HEPE obtained by hydroxylation at position 20 of all-cis-5,8,11,14,17-icosapentaenoic acid. It is a HEPE and a homoallylic alcohol. It derives from an all-cis-5,8,11,14,17-icosapentaenoic acid. It is a conjugate acid of a 20-HEPE(1-). C(C/C=C\\C/C=C\\C/C=C\\C/C=C\\C/C=C\\CCO)CC(=O)O